1,1,2,2-tetrakis(4-methoxyphenyl)ethane-1,2-diol COC1=CC=C(C=C1)C(C(O)(C1=CC=C(C=C1)OC)C1=CC=C(C=C1)OC)(O)C1=CC=C(C=C1)OC